C(CCCCC#CCC)O non-6-ynol